[4-[2-[4-[3-(2,6-dioxo-3-piperidyl)-1-methyl-indazol-6-yl]piperazin-1-yl]ethyl]cyclohexyl]carbamate O=C1NC(CCC1C1=NN(C2=CC(=CC=C12)N1CCN(CC1)CCC1CCC(CC1)NC([O-])=O)C)=O